(4-hydroxybutyl)-4-hydroxybutyric acid OCCCCC(C(=O)O)CCO